3-fluoro-5,8-dihydro-5,8-epiminoquinoline hydrochloride Cl.FC=1C=NC=2C3C=CC(C2C1)N3